NCCCCNC1=C2CN(CC2=CC=C1)C1C(NC(CC1)=O)=O 4-((4-aminobutyl)amino)-2-(2,6-dioxopiperidin-3-yl)isoindoline